5-(8-(4-fluoropyrrolidine-2-yl)isochroman-6-yl)-3-methyl-1H-pyrrolo[2,3-b]pyridine FC1CC(NC1)C=1C=C(C=C2CCOCC12)C=1C=C2C(=NC1)NC=C2C